C1(=CC=CC2=CC=CC=C12)C1=CC=C(C=C1)C1=C(C=CC=C1)N 4-(1-naphthalenyl)phenyl-benzenamine